CC=1C=C(CN2C=CC3=CC(=CC=C23)C(=O)O)C=CC1 1-(3-methylbenzyl)-1H-indole-5-carboxylic acid